NC1=NNC2=C1C(=NC=C2I)C2=CC=C(CC=1C(=C(C(=O)N)C=C(C1)F)OC)C=C2 (4-(3-amino-7-iodo-1H-pyrazolo[4,3-c]pyridin-4-yl)benzyl)-5-fluoro-2-methoxybenzamide